2,6-dibutyl-phenol C(CCC)C1=C(C(=CC=C1)CCCC)O